6-(3-isopropyl-5-(piperidin-4-yl)-1H-indol-2-yl)benzo[d]thiazole C(C)(C)C1=C(NC2=CC=C(C=C12)C1CCNCC1)C1=CC2=C(N=CS2)C=C1